FC=1C=C2CC(CNC2=CC1)O 6-fluoro-3-hydroxy-3,4-dihydro-2H-quinoline